C1(CC1)CCN 2-cyclopropylethanamine